1-phenyl-decahydro-naphthalene C1(=CC=CC=C1)C1CCCC2CCCCC12